C(CCCCCCCCCCCCCCCCCCCCCCCCCCCCCCC)(=O)O n-dotriacontanic acid